FC=1C(=NC=CC1)C1(CCC1)CNC=1N=CC2=C(N1)SC(=C2)C(=O)N 2-({[(3-fluoro-2-pyridyl)cyclobutyl]methyl}amino)thiopheno[2,3-d]pyrimidine-6-carboxamide